OC1=CC=C(CN2C(C3=CC=C(C=C3C2=O)N2CCCC2)=O)C=C1 2-(4-hydroxybenzyl)-5-(pyrrolidin-1-yl)isoindoline-1,3-dione